N-[(1s,4s)-4-{[6-chloro-2-(trifluoromethyl)quinolin-4-yl]amino}cyclohexyl]-3,4-dihydro-2H-pyran-6-carboxamide ClC=1C=C2C(=CC(=NC2=CC1)C(F)(F)F)NC1CCC(CC1)NC(=O)C1=CCCCO1